NC(C)(C)C1=CC(=NC(=C1)C1=CC=C(C=C1)F)O[C@H]1[C@@H]2CN(C[C@]12C)C(=O)C=1C=C(C=2N(C1)C=C(N2)C2CC2)C ((1R,5S,6S)-6-((4-(2-aminopropan-2-yl)-6-(4-fluorophenyl)pyridin-2-yl)oxy)-1-methyl-3-azabicyclo[3.1.0]hexan-3-yl)(2-cyclopropyl-8-methylimidazo[1,2-a]pyridin-6-yl)methanone